3-((N-allyl-2-ethoxy-2-oxoacetamido)methyl)-6-phenylpyridazine 1-oxide C(C=C)N(C(C(=O)OCC)=O)CC=1N=[N+](C(=CC1)C1=CC=CC=C1)[O-]